(7S)-4-(2-chloro-6-fluorophenyl)-7-(4-methyl-1,3-thiazol-5-yl)-2-(2-(2-propenoyl)-2,6-diazaspiro[3.4]octan-6-yl)-7,8-dihydro-5H-pyrano[4,3-b]pyridine-3-carbonitrile ClC1=C(C(=CC=C1)F)C1=C2C(=NC(=C1C#N)N1CC3(CN(C3)C(C=C)=O)CC1)C[C@H](OC2)C2=C(N=CS2)C